(4-((5-chloro-4-(1-isopropyl-1H-pyrazol-4-yl)pyrimidin-2-yl)amino)-3-methoxyphenyl)(hexahydropyrrolo[1,2-a]pyrazin-2(1H)-yl)methanone ClC=1C(=NC(=NC1)NC1=C(C=C(C=C1)C(=O)N1CC2N(CC1)CCC2)OC)C=2C=NN(C2)C(C)C